C(#N)C1(CC1)C(C)N1N=CC(=C1C)C(=O)N(C1=CN=NC=C1)C 1-[1-(1-cyano-cyclopropyl)ethyl]-N,5-dimethyl-N-pyridazin-4-yl-pyrazole-4-carboxamide